BrC=1C=C(C(=NC1)OC)N1CCOCC1 4-(5-bromo-2-methoxypyridin-3-yl)morpholine